7-(2-((2r,3aR,5s,6aS)-5-acetamidooctahydropentalene-2-carboxamido)-5-chloropyridin-4-yl)-2,2-dimethyl-2,3-dihydro-1H-pyrrolizine-5-carboxamide C(C)(=O)NC1C[C@H]2CC(C[C@H]2C1)C(=O)NC1=NC=C(C(=C1)C=1C=C(N2CC(CC12)(C)C)C(=O)N)Cl